CCCCCCCCCCCCCCCCOC[C@H](COP(=O)(O)OCCNC1[C@@H]([C@H]([C@@H]([C@H](O1)CO)O[C@H]2[C@@H]([C@H]([C@@H]([C@H](O2)CO)O[C@H]3[C@H]([C@H]([C@@H]([C@H](O3)CO[C@@H]4[C@H]([C@H]([C@@H]([C@H](O4)CO)O)O)O)O)O[C@@H]5[C@H]([C@H]([C@@H]([C@H](O5)CO)O)O)O[C@H]6[C@@H]([C@H]([C@@H]([C@H](O6)CO)O[C@H]7[C@@H]([C@H]([C@H]([C@H](O7)CO)O)O)O)O)NC(=O)C)O)O)NC(=O)C)O)NC(=O)C)OCCCCCCCCCCCCCCCC The molecule is an N-glycosylated dialkylglycerophosphoethanolamine in which the alkyl groups are hexadecyl, the glycerol core has sn stereochemistry and the phosphoethanolamine unit is at position 3 and substituted on nitrogen with the branched heptasaccharide beta-D-Gal-(1->4)-beta-D-GlcNAc-(1->2)-alpha-D-Man-(1->3)-[alpha-D-Man-(1->6)]-beta-D-Man-(1->4)-beta-D-GlcNAc-(1->4)-D-GlcNAc. It derives from a 1,2-dihexadecyl-sn-glycero-3-phosphoethanolamine.